7-methoxy-5-methylsulfonyl-4-oxo-1-[4-(trifluoromethoxy)phenyl]cinnoline-3-carboxylic acid COC1=CC(=C2C(C(=NN(C2=C1)C1=CC=C(C=C1)OC(F)(F)F)C(=O)O)=O)S(=O)(=O)C